(4-(((1r,4r)-4-(hydroxymethyl)cyclohexyl)amino)-2-((1-(1-methylpiperidin-4-yl)-1H-pyrazol-4-yl)amino)-7H-pyrrolo[2,3-d]pyrimidin-5-yl)methanone OCC1CCC(CC1)NC=1C2=C(N=C(N1)NC=1C=NN(C1)C1CCN(CC1)C)NC=C2C=O